2-Bromo-5-[(4-cyanopyridin-3-yl)sulfanyl]benzoic acid BrC1=C(C(=O)O)C=C(C=C1)SC=1C=NC=CC1C#N